1-Benzyloxy-3-methoxy-5-nitro-benzene C(C1=CC=CC=C1)OC1=CC(=CC(=C1)[N+](=O)[O-])OC